ClC1=C(C=CC(=C1)C(F)(F)F)NC(CN1C(=C(C(N2N=C(N=C12)C=1C=C2CN(CC2=CC1)C)=O)N1CCN(CC1)C(=O)C1=NC=NC(=C1O)C)CC)=O N-[2-chloro-4-(trifluoromethyl)phenyl](6-ethyl-5-{4-[(5-hydroxy-6-methyl-4-pyrimidinyl)carbonyl]-1-piperazinyl}-2-(2-methyl-5-isoindolinyl)-4-oxo-1,3,3a,7-tetraaza-7-indenyl)acetamide